(4-Acetylbicyclo[2.2.2]oct-1-yl)carbamic acid tert-butyl ester C(C)(C)(C)OC(NC12CCC(CC1)(CC2)C(C)=O)=O